N1=CNC(=C1)CO 3H-imidazol-4-ylmethanol